FC1=C(C=CC(=C1)OC(F)(F)F)NS(=O)(=O)C1=CNC(=C1)C1=NC=CC=C1 N-[2-fluoro-4-(trifluoromethoxy)phenyl]-5-(2-pyridyl)-1H-pyrrole-3-sulfonamide